CO/C=C/C=C(C(=O)OC)C(=O)OC Dimethyl [(2E)-3-methoxyprop-2-en-1-ylidene]malonate